(R)-N-Methyl-N-(2,2,2-trifluoro-1-(4-fluorophenyl)ethyl)tetrahydro-2H-pyran-4-sulfonamide CN(S(=O)(=O)C1CCOCC1)[C@@H](C(F)(F)F)C1=CC=C(C=C1)F